C(=O)(OC(C)(C)C)N1C[C@H](CC1)CC(=O)O (R)-N-Boc-3-tetrahydropyrroleacetic acid